O=C1NC(CC[C@@H]1N1C(C2=CC=C(C=C2C1=O)NCCOCCOCC(=O)N1CCC(CC1)NC1=C2N=CN(C2=NC=N1)C1CC(C1)NC(C1=NC(=CC=C1)C)=O)=O)=O N-((1s,3s)-3-(6-((1-(2-(2-(2-((2-(2,6-dioxopiperidin-3-yl)-1,3-dioxoisoindolin-5-yl)amino)ethoxy)ethoxy)acetyl)piperidin-4-yl)amino)-9H-purin-9-yl)cyclobutyl)-6-methylpicolinamide